[Si](C)(C)(C(C)(C)C)OCCCNC(CCN1C([C@H]2C3C=CC([C@H]2C1=O)C3)=O)=O N-(3-((tert-butyldimethylsilyl)oxy)propyl)-3-((3aR,7aS)-1,3-dioxo-1,3,3a,4,7,7a-hexahydro-2H-4,7-methanoisoindol-2-yl)propanamide